N-(4-(6-(4-acrylamidophenyl)-4-aminopyrazolo[5,1-f][1,2,4]triazin-5-yl)phenyl)cyclopropanecarboxamide C(C=C)(=O)NC1=CC=C(C=C1)C1=NN2N=CN=C(C2=C1C1=CC=C(C=C1)NC(=O)C1CC1)N